C(OCN(CCC)CCC)OCN(CCC)CCC (methylenebisoxybis-methylene)bis(N,N-dipropylamine)